C(C)(C)(C)OC(=O)NC1=CC(=C2CC(CC2=C1)C(=O)OCC)F ethyl 6-(tert-butoxycarbonylamino)-4-fluoro-indan-2-carboxylate